5'-inosinic acid disodium salt [Na+].[Na+].[C@@H]1([C@H](O)[C@H](O)[C@@H](COP(=O)([O-])[O-])O1)N1C=NC=2C(O)=NC=NC12